5-Chloro-4-(1-(2-chloro-4-(((methyl-d3)amino)methyl)phenyl)-1H-pyrazol-4-yl)-N-(1-(methylsulfonyl)piperidin-4-yl)pyrimidin-2-amine ClC=1C(=NC(=NC1)NC1CCN(CC1)S(=O)(=O)C)C=1C=NN(C1)C1=C(C=C(C=C1)CNC([2H])([2H])[2H])Cl